5-(2-(2,5-dimethyl-2-phenylpiperidin-1-yl)-2-oxoacetamido)nicotinamide CC1(N(CC(CC1)C)C(C(=O)NC=1C=NC=C(C(=O)N)C1)=O)C1=CC=CC=C1